N-octyl-4-picolinate C(CCCCCCC)N1CC=C(C=C1)C(=O)[O-]